3-(difluoromethyl)-1-methyl-1H-pyrazole-5-carboxylic acid ethyl ester C(C)OC(=O)C1=CC(=NN1C)C(F)F